N1(CCOCC1)C1=CC=C(C=C1)NC1=NC2=C(C=CC=C2C=N1)C1=NC=CC(=C1)NC(C(=C)C)=O N-(2-(2-((4-morpholinylphenyl)amino)quinazolin-8-yl)pyridin-4-yl)methacrylamide